ClC=1C(=NC(=NC1)NC=1C=C2C(=NNC2=CC1)C=1C=C(C(=O)O)C=CC1)NC1=C(C=CC=C1)P(=O)(C)C 3-(5-((5-Chloro-4-((2-(dimethylphosphoryl)phenyl)amino)pyrimidin-2-yl)amino)-1H-indazol-3-yl)benzoic acid